COCCOC=1C=C2C(=NC=NC2=CC1OCCOC)C=1C=CC(=NC1)C1C=2N(CCC1)N(C(C2C(=O)N)=O)C2=CC=CC=C2 (5-(6,7-bis(2-methoxyethoxy)quinazolin-4-yl)pyridin-2-yl)-2-oxo-1-phenyl-1,2,4,5,6,7-hexahydropyrazolo[1,5-a]pyridine-3-carboxamide